3-(2,8-dimethylimidazo[1,2-b]pyridazin-6-yl)-5-fluoro-7-(1,2,3,6-tetrahydropyridin-4-yl)cinnoline CC=1N=C2N(N=C(C=C2C)C=2N=NC3=CC(=CC(=C3C2)F)C=2CCNCC2)C1